BrC=1SC=2N=CN=C(C2N1)NC1=CC(=C(C=C1)OC1=CC2=C(N(C=N2)C)C=C1)C 2-bromo-N-{3-methyl-4-[(1-methyl-1,3-benzodiazol-5-yl)oxy]phenyl}-[1,3]thiazolo[5,4-d]pyrimidin-7-amine